(4S)-7,8-dichloro-6-(2,6-difluorophenyl)-N-(2-fluoroethyl)-4-methyl-4H-[1,2,4]triazolo[1,5-a][1,4]benzodiazepine-2-Carboxamide ClC1=C(C=CC2=C1C(=N[C@H](C=1N2N=C(N1)C(=O)NCCF)C)C1=C(C=CC=C1F)F)Cl